methyl 6-[(1s,4s,5r)-5-[[3-(2,6-dichlorophenyl)-5-(1-fluorocyclopropyl)-1,2-oxazol-4-yl] methoxy]-2-azabicyclo[2.2.1]heptan-2-yl]-4-fluoropyridine-3-carboxylate ClC1=C(C(=CC=C1)Cl)C1=NOC(=C1CO[C@H]1[C@@H]2CN([C@H](C1)C2)C2=CC(=C(C=N2)C(=O)OC)F)C2(CC2)F